COC1=CC=C(C=N1)CN1C2CN(CC1C2)C=2N=CC(=NC2)C=2C=1N(C=C(C2)OCCN2CCC3(CCCNC3=O)CC2)N=CC1C#N 4-(5-(6-((6-methoxypyridin-3-yl)methyl)-3,6-Diazabicyclo[3.1.1]heptan-3-yl)pyrazin-2-yl)-6-(2-(1-oxo-2,9-diazaspiro[5.5]undecane-9-yl)ethoxy)pyrazolo[1,5-a]pyridine-3-carbonitrile